(R,Z)-1-((2'-chloro-3'-fluoro-5-methoxy-[1,1'-biphenyl]-2-yl)sulfonyl)-4-fluoro-N-(4-(methylsulfonyl)but-3-en-2-yl)piperidine-4-carboxamide ClC1=C(C=CC=C1F)C1=C(C=CC(=C1)OC)S(=O)(=O)N1CCC(CC1)(C(=O)N[C@H](C)\C=C/S(=O)(=O)C)F